ClC=1C=CC2=C(C(CC(O2)C(NC23CC(C2)(C3)NC(COC3=CC(=C(C=C3)Cl)F)=O)=O)NCC(=O)O)C1 {[6-chloro-2-({3-[2-(4-chloro-3-fluorophenoxy)acetamido]bicyclo[1.1.1]pentan-1-yl}carbamoyl)-3,4-dihydro-2H-1-benzopyran-4-yl]amino}acetic acid